CN1C(C2(C3=C4C(=NC=C31)N(C=C4)S(=O)(=O)C4=CC=CC=C4)CC4CCC(C2)N4C(=O)OC(C)(C)C)=O tert-butyl 6'-methyl-7'-oxo-3'-(phenylsulfonyl)-6',7'-dihydro-3'H-8-azaspiro[bicyclo[3.2.1]octane-3,8'-dipyrrolo[2,3-b:3',2'-d]pyridine]-8-carboxylate